FC(C1=CC=C(C=N1)C1=CN=C(N1)CNC(OC(C)(C)C)=O)(F)F tert-butyl ({5-[6-(trifluoromethyl)pyridin-3-yl]-1H-imidazol-2-yl}methyl)carbamate